CN1N=C(C=C1)C=1C2=C(N=C(N1)CC1=CC=C(C=C1)C(F)(F)F)CN(CC2)C(C=C)=O 1-(4-(1-methyl-1H-pyrazol-3-yl)-2-(4-(trifluoromethyl)benzyl)-5,8-dihydropyrido[3,4-d]pyrimidin-7(6H)-yl)prop-2-en-1-one